N[C@@H](CC[35S]C)C(=O)O {35S}-methionine